N-(3-amino-4-methylphenyl)-2-(2-cyanopropan-2-yl)isonicotinamide NC=1C=C(C=CC1C)NC(C1=CC(=NC=C1)C(C)(C)C#N)=O